chloro-imidazole ClC=1NC=CN1